(2S)-1-{4-[(2-phenyl-1,3-thiazol-5-yl)sulfonyl]piperazin-1-yl}propan C1(=CC=CC=C1)C=1SC(=CN1)S(=O)(=O)N1CCN(CC1)CCC